C(C)(C)(C)OC(=O)N1CCN(CC1)C1=C(N(C=2N(C1=O)N=C(N2)Br)COCC[Si](C)(C)C)CC 4-(2-bromo-5-ethyl-7-oxo-4-((2-(trimethylsilyl)ethoxy)methyl)-4,7-dihydro-[1,2,4]triazolo[1,5-a]pyrimidin-6-yl)piperazine-1-carboxylic acid tert-butyl ester